N-(3-chloro-5-(methylsulfonyl)phenyl)-4-(pyridin-3-yl)thiophene-2-carboxamide ClC=1C=C(C=C(C1)S(=O)(=O)C)NC(=O)C=1SC=C(C1)C=1C=NC=CC1